N-((2S,3R)-1-(tert-butyl)-2-(4-chloro-3-fluorophenyl)pyrrolidin-3-yl)-4-(trifluoromethoxy)benzenesulfonamide C(C)(C)(C)N1[C@H]([C@@H](CC1)NS(=O)(=O)C1=CC=C(C=C1)OC(F)(F)F)C1=CC(=C(C=C1)Cl)F